CC1(COC1)CN1N=CC2=CC=C(C=C12)CO 1-((3-methyl-oxetan-3-yl)methyl)-1H-indazole-6-methanol